Methyl-(S,E)-(7-(dimethylamino)-1-((1-((6-methyl-4-(2-methylprop-1-en-1-yl)-1H-imidazo[4,5-c]pyridin-2-yl)methyl)-2-oxo-1,2-dihydropyridin-3-yl)amino)-1,7-dioxohept-5-en-2-yl)carbamat COC(N[C@H](C(=O)NC=1C(N(C=CC1)CC=1NC2=C(C(=NC(=C2)C)C=C(C)C)N1)=O)CC\C=C\C(=O)N(C)C)=O